FC=1C=C(C=CC1F)N1C(CCCC1)=O 1-(3,4-difluorophenyl)piperidin-2-one